N=1C(=CN2C1COCC2)C=2C=C(C=CC2NC2=CC=C(C=C2)C(F)(F)F)S(=O)(=O)NC 3-(5,6-Dihydro-8H-imidazo[2,1-c][1,4]oxazin-2-yl)-N-methyl-4-((4-(trifluoromethyl)Phenyl)amino)benzenesulfonamide